3-(4-(hydroxymethyl)pyridin-2-yl)-N-(1-(3,5-difluoro-2-hydroxyphenyl)ethyl)imidazo[1,2-b]pyridazine-6-amine OCC1=CC(=NC=C1)C1=CN=C2N1N=C(C=C2)NC(C)C2=C(C(=CC(=C2)F)F)O